C(C)(C)(C)OC(NC/C(=C\F)/CN1N=NN(C1=O)C1=C(C=C(C=C1)Br)F)=O (E)-(2-((4-(4-bromo-2-fluorophenyl)-5-oxo-4,5-dihydro-1H-tetrazol-1-yl)Methyl)-3-fluoroallyl)carbamic acid tert-butyl ester